4-(4,4-difluoropiperidin-3-yl)pyridine-2-carboxamide FC1(C(CNCC1)C1=CC(=NC=C1)C(=O)N)F